BrC=1C(=C(C=CC1)C=1OC2=C(N1)CNC2)Cl (3-bromo-2-chlorophenyl)-5,6-dihydro-4H-pyrrolo[3,4-d]oxazole